(1S,3R,4S)-2-((S)-2-((3-chlorophenyl)amino)-3-cyclopropylpropanoyl)-N-((S)-1-cyano-2-((S)-2-oxopiperidin-3-yl)ethyl)-5,5-difluoro-2-azabicyclo[2.2.2]octane-3-carboxamide ClC=1C=C(C=CC1)N[C@H](C(=O)N1[C@@H]2CC([C@H]([C@@H]1C(=O)N[C@@H](C[C@H]1C(NCCC1)=O)C#N)CC2)(F)F)CC2CC2